C(C)(C)(C)OC(=O)N1C[C@@H]([C@@H](CC1)OC(=O)NC=1N=CC2=C(C(=C(C=C2C1)C1=C(C2=C(OCCN2C(=O)OC(C)(C)C)N=C1)C)F)Cl)F tert-Butyl 7-[3-[[(3S,4R)-1-tert-butoxycarbonyl-3-fluoro-4-piperidyl]oxycarbonylamino]-8-chloro-7-fluoro-6-isoquinolyl]-8-methyl-2,3-dihydropyrido[2,3-b][1,4]oxazine-1-carboxylate